(R,S)-3-isobutoxy-4-(((8-methyl-4-oxochroman-7-yl)oxy)(pyridin-4-yl)methyl)benzamide C(C(C)C)OC=1C=C(C(=O)N)C=CC1[C@@H](C1=CC=NC=C1)OC1=CC=C2C(CCOC2=C1C)=O